(2S)-2-(3-(1-benzyl-6-oxo-1,6-dihydropyridin-3-yl)-4,4-difluoropiperidin-1-yl)-N-(5-fluoropyridin-2-yl)propionamide C(C1=CC=CC=C1)N1C=C(C=CC1=O)C1CN(CCC1(F)F)[C@H](C(=O)NC1=NC=C(C=C1)F)C